2-(m-tolylamino)-1-(4-(5-(trifluoromethyl)-1,2,4-oxadiazol-3-yl)phenyl)ethan-1-one C1(=CC(=CC=C1)NCC(=O)C1=CC=C(C=C1)C1=NOC(=N1)C(F)(F)F)C